N-(2-methylallyl)-2-phenylbenzimidazole CC(CN1C(=NC2=C1C=CC=C2)C2=CC=CC=C2)=C